Cl.NC(C(=O)N[C@H](C(=O)N)C[C@H]1C(NCC1)=O)CC1CCCCC1 2-amino-N-((S)-1-amino-1-oxo-3-((S)-2-oxopyrrolidin-3-yl)propan-2-yl)-3-cyclohexylpropanamide hydrochloride